BrC=CC1=CC=C(C=C1)C bromo-para-methyl-styrene